C(C)(C)(C)OC(=O)N1CCC(CC1)COCC1=CC=CC=C1.FC=1C(=NC=C(C1)F)C=1C=C(C=CC1)NC1=NC=NC2=CC(=C(C=C12)NC(C=C)=O)OCCCN1CCOCC1 N-(4-((3-(3,5-difluoropyridin-2-yl)phenyl)amino)-7-(3-morpholinopropoxy)quinazolin-6-yl)acrylamide tert-Butyl-4-((benzyloxy)methyl)piperidine-1-carboxylate